C1CCOC(C1)N2C=NC3=C(N=CN=C32)NCC4=CC=CC=C4 N-benzyl-9-(tetrahydro-2H-pyran-2-yl)adenine